5-(6-fluoro-5-((4-methylpyrimidin-2-yl)oxy)pyridin-2-yl)-7-methyl-7H-pyrrolo[2,3-d]pyrimidin-4-amine FC1=C(C=CC(=N1)C1=CN(C=2N=CN=C(C21)N)C)OC2=NC=CC(=N2)C